(S)-2-((tributylstannyl)methoxy)propan-1-amine C(CCC)[Sn](CCCC)(CCCC)CO[C@H](CN)C